tert-Butyl (4-(3-((2S,3S)-3-amino-2-methylpyrrolidin-1-yl)-5-fluoro-7,9-dihydrofuro[3,4-f]quinazolin-6-yl)-7-chloro-3-cyanothieno[3,2-c]pyridin-2-yl)carbamate N[C@@H]1[C@@H](N(CC1)C1=NC=2C(=C(C3=C(C2C=N1)COC3)C3=NC=C(C1=C3C(=C(S1)NC(OC(C)(C)C)=O)C#N)Cl)F)C